4-(2-(4,7-Dichloro-3-hydroxy-2-oxoindolin-3-yl)acetamido)tetrahydro-2H-pyran-4-carboxylic acid ClC1=C2C(C(NC2=C(C=C1)Cl)=O)(O)CC(=O)NC1(CCOCC1)C(=O)O